CC1CC(N(CC1)C(=O)OC(C)(C)C)C1=CC=C(C=C1)SC tert-Butyl 4-methyl-2-(4-(methylthio)phenyl)piperidine-1-carboxylate